1,6-diisopentyloxyhexane C(CC(C)C)OCCCCCCOCCC(C)C